[Na+].S(=O)(=O)([O-])C(C(=O)OCCCCCCCC)CC(=O)OCCCCCCCC dioctyl sulfosuccinate monosodium salt